(S)-6-methoxy-5-methyl-N-(3-(1-((7-(1-methyl-1H-pyrazol-4-yl)-5H-pyrrolo[2,3-b]pyrazin-2-yl)amino)ethyl)phenyl)nicotinamide COC1=NC=C(C(=O)NC2=CC(=CC=C2)[C@H](C)NC=2N=C3C(=NC2)NC=C3C=3C=NN(C3)C)C=C1C